ClC1=NN(C2=CC=C(C=C12)COC1=CC=C2C=C(COC2=C1)CN1CC(C1)CCl)C(C)C 1-[7-(3-chloro-1-isopropyl-1H-indazol-5-yl-methoxy)-2H-chromen-3-ylmethyl]-3-chloromethyl-azetidin